tert-Butyl-9,10-dimethyl-11-azatricyclo[6.2.1.02,7]undeca-2,4,6,9-tetraene-11-carboxylate C(C)(C)(C)OC(=O)N1C2C3=CC=CC=C3C1C(=C2C)C